O=C1N(CCC(N1)=O)C1=C(C=C(C=C1)C1CC2(CN(C2)[C@H](C)C2=CC(=C(C=C2)C=2C(=NC(=NC2C)C2=NOC(=C2)C(=O)O)C)F)C1)F 3-[5-[4-[(1R)-1-[6-[4-(2,4-dioxohexahydropyrimidin-1-yl)-3-fluoro-phenyl]-2-azaspiro[3.3]heptan-2-yl]ethyl]-2-fluoro-phenyl]-4,6-dimethyl-pyrimidin-2-yl]isoxazole-5-carboxylic acid